acetic acid (E,Z)-3,8-tetradecadienyl ester C(C\C=C\CCC\C=C/CCCCC)OC(C)=O